C(CCCCCCCCCCC)C1=CC=C(OC2=CC=C3C=CC(=C4C5=C(C=CC6=CC=C(C(C2=C34)=C56)OC5=CC=C(C=C5)CCCCCCCCCCCC)OC5=CC=C(C=C5)CCCCCCCCCCCC)OC5=CC=C(C=C5)CCCCCCCCCCCC)C=C1 1,6,7,12-tetra(4'-dodecyl-phenoxy)perylene